1-(6-(3-(3,4-dichlorophenyl)-1,2,4-oxadiazol-5-yl)-3-azabicyclo[3.1.1]heptan-3-yl)-2-(3-methyl-1,2,4-oxadiazol-5-yl)ethan-1-one ClC=1C=C(C=CC1Cl)C1=NOC(=N1)C1C2CN(CC1C2)C(CC2=NC(=NO2)C)=O